N1C(=NC2=C1C=CC=C2)CNC2=NC(=NC=1N2N=CC1Br)N1CC2(CC2)[C@@H](C1)NC(OC(C)(C)C)=O tert-butyl [(7S)-5-(4-{[(1H-benzimidazol-2-yl)methyl]amino}-8-bromopyrazolo[1,5-a][1,3,5]triazin-2-yl)-5-azaspiro[2.4]heptan-7-yl]carbamate